ClC=1C=NN2C1N=C1C(=C2NCC2=CC=C(C=C2)S(=O)(=O)N)CCC12CCCC2 4-(((3-chloro-6,7-dihydrospiro[cyclopenta[d]pyrazolo[1,5-a]pyrimidine-5,1'-cyclopentan]-8-yl)amino)methyl)benzenesulfonamide